C1(=CC=CC=C1)C(C(C)C=1N(C(C(=C(N1)C(=O)NC=1C=NOC1)O)=O)C)C1=CC=CC=C1 (1,1-diphenylprop-2-yl)-5-hydroxy-N-(isoxazol-4-yl)-1-methyl-6-oxo-1,6-dihydropyrimidine-4-carboxamide